(2-(2-(2-methoxyethoxy)ethoxy)ethyl) diiodophosphate P(=O)(OCCOCCOCCOC)(I)I